3-(2-(diisopropylamino) ethyl)-1H-indol-4-yl sulfate S(=O)(=O)(OC1=C2C(=CNC2=CC=C1)CCN(C(C)C)C(C)C)[O-]